C(C(C)C)(=O)OC(CCCC)C1=C(C(=O)O)C=CC=C1 2-(1-(isobutyryloxy)pentyl)benzoic acid